OCCOC=1C=C(C=NC1)CNC(OC(C)(C)C)=O tert-butyl ((5-(2-hydroxyethoxy)pyridin-3-yl)methyl)carbamate